ClC1=CC2=C(N=C(N(C2=O)C)C2=CC=CC=C2)C(=N1)[C@@H](C)N[S@](=O)C(C)(C)C (R)-N-((R)-1-(6-chloro-3-methyl-4-oxo-2-phenyl-3,4-dihydropyrido[3,4-d]pyrimidin-8-yl)ethyl)-2-methylpropane-2-sulfinamide